tert-butyl (3-(8-(4-(2,6-dioxopiperidin-3-yl)phenyl)-3,8-diazabicyclo[3.2.1]octan-3-yl)propyl)carbamate O=C1NC(CCC1C1=CC=C(C=C1)N1C2CN(CC1CC2)CCCNC(OC(C)(C)C)=O)=O